3-(4-oxo-2-(1,2,3,6-tetrahydropyridin-4-yl)-4,6-dihydro-5H-thieno[2,3-c]pyrrol-5-yl)piperidine-2,6-dione O=C1C2=C(CN1C1C(NC(CC1)=O)=O)SC(=C2)C=2CCNCC2